C1(CCCC1)CC1=CC=C(C=C1)C1=NC=2N(C=C1)N=C(C2C(=O)N2[C@H]([C@H](C2)CF)C)C2=NC=CN=C2 Cis-5-(4-(cyclopentylmethyl)phenyl)-3-(3-(fluoromethyl)-2-methylazetidine-1-carbonyl)-2-(pyrazin-2-yl)pyrazolo[1,5-a]pyrimidin